FC(S(=O)(=O)[O-])(F)F.[Sm+3].FC(S(=O)(=O)[O-])(F)F.FC(S(=O)(=O)[O-])(F)F Samarium trifluoromethanesulfonate